benzyl 4-(2-{[(2R,7aS)-2-fluoro-hexahydro-1H-pyrrolizin-7a-yl]methoxy}-7-chloro-8-fluoropyrido[4,3-d]pyrimidin-4-yl)piperidine-1-carboxylate F[C@@H]1C[C@@]2(CCCN2C1)COC=1N=C(C2=C(N1)C(=C(N=C2)Cl)F)C2CCN(CC2)C(=O)OCC2=CC=CC=C2